1-(3,5-difluoro-6-amino-2-pyridinyl)-6-fluoro-8-fluoro-1,4-dihydro-7-(3-azaspiro[5.5]undec-3-yl)-4-oxo-3-quinolinecarboxylic acid FC=1C(=NC(=C(C1)F)N)N1C=C(C(C2=CC(=C(C(=C12)F)N1CCC2(CC1)CCCCC2)F)=O)C(=O)O